ClC=1C=CC=2C3=C(C(N(C2C1)C1=CC=CC=C1)=O)N=C(N3C)NC 7-chloro-1-methyl-2-(methylamino)-5-phenyl-4,5-dihydroimidazo[4,5-c]quinolin-4-one